CN(C1=C2N=C(N(C2=NC=N1)C1OCCCC1)C1=CC=C(C=C1)CO)CC1CCOCC1 (4-(6-(Methyl((tetrahydro-2H-pyran-4-yl)methyl)amino)-9-(tetrahydro-2H-pyran-2-yl)-9H-purin-8-yl)phenyl)methanol